OC1(CC=C(C=C1)C1=CC=CC=C1)C(=O)O 4-hydroxy-4-biphenyl-carboxylic acid